C1(=CC=CC=C1)CC(C)=O 3-phenylpropan-one